[Si](C)(C)(C(C)(C)C)OCCCCOC1=CC=2N(C=C1)C(=CN2)C(=O)NC2=C(C=CC(=C2)C2=NOC(=N2)C[C@@H](C(F)F)O[Si](C2=CC=CC=C2)(C2=CC=CC=C2)C(C)(C)C)C (S)-7-(4-((tert-butyldimethylsilyl)oxy)butoxy)-N-(5-(5-(2-((tert-butyldiphenylsilyl)oxy)-3,3-difluoropropyl)-1,2,4-oxadiazol-3-yl)-2-methylphenyl)imidazo[1,2-a]pyridine-3-carboxamide